1,1'-dihydroxy-5,5'-azo-bis-tetrazole ON1N=NN=C1N=NC1=NN=NN1O